1-Ethyl 5-[(2S,6R)-2,6-dimethylmorpholin-4-yl]pyrazolo[1,5-a]pyrimidine-3-carboxylate C[C@H]1CN(C[C@H](O1)C)C1=NC=2N(C=C1)N=CC2C(=O)OCC